NC1=NC=C(C=N1)C=1C=C(C=C(C1)N1CCOCC1)S(=O)(=O)C1CN(C1)C(CC1=CC=C(C=C1)F)=O 1-(3-((3-(2-aminopyrimidin-5-yl)-5-morpholinophenyl)sulfonyl)azetidin-1-yl)-2-(4-fluorophenyl)ethan-1-one